N[C@H](C(=O)N1CC[C@H](C1)O)C(C)(C)C (2S,4R)-1-[(2S)-2-amino-3,3-dimethyl-butanoyl]-4-hydroxy-pyrrolidine